C(C1=CC=CC=C1)OCOCCCC(CC(CC(C)O)C)C 8-hydroxy-4,6-dimethylnonyl benzyloxymethyl ether